C(C)(=O)O[C@H]1[C@@H](SC2=CC(=C(C=C2)Cl)Cl)O[C@@H]([C@@H]([C@@H]1NC(C1=CC(=C(C(=C1)F)F)F)=O)OC(C)=O)COC(C)=O 3,4-dichlorophenyl 2,4,6-tri-O-acetyl-3-deoxy-3-(3,4,5-trifluorobenzamido)-1-thio-α-D-galactopyranoside